N(=[N+]=[N-])[C@@H](CNC(C=1C=CC2=C(N=C(O2)[C@H](C2CCC(CC2)(F)F)NC(OC(C)(C)C)=O)C1F)C1CC1)C(F)(F)F tert-butyl ((1S)-(5-((((S)-2-azido-3,3,3-trifluoropropyl)amino)(cyclopropyl)methyl)-4-fluorobenzo[d]oxazol-2-yl)(4,4-difluoro-cyclohexyl)methyl)carbamate